FC1=C2C(=CN=C1)N(N=C2C2CN(C2)C(=O)OC(C)(C)C)CC2=CC=C(C=C2)C(F)(F)F tert-Butyl 3-(4-fluoro-1-{[4-(trifluoromethyl)phenyl]methyl}-1H-pyrazolo[3,4-c]pyridin-3-yl)azetidine-1-carboxylate